(1s,4s)-4-((5-(1-(2,2-difluoroethyl)-1H-benzo[d]imidazol-6-yl)-4-methoxypyrrolo[2,1-f][1,2,4]triazin-2-yl)amino)-1-methylcyclohexan-1-ol FC(CN1C=NC2=C1C=C(C=C2)C=2C=CN1N=C(N=C(C12)OC)NC1CCC(CC1)(O)C)F